N-ethyl-N-butylaniline C(C)N(C1=CC=CC=C1)CCCC